tert-butyl (10S)-4-[2-(methoxymethoxy)phenyl]-1,5,6,8,12-pentazatricyclo[8.4.0.02,7]tetradeca-2,4,6-triene-12-carboxylate COCOC1=C(C=CC=C1)C=1C=C2N3CCN(C[C@@H]3CNC2=NN1)C(=O)OC(C)(C)C